N-(1-(6,7-Difluoro-1-oxo-1,2-dihydroisoquinolin-4-yl)ethyl)-2-(1H-indol-2-yl)-N-methylacetamide FC=1C=C2C(=CNC(C2=CC1F)=O)C(C)N(C(CC=1NC2=CC=CC=C2C1)=O)C